BrC=1C2=C(C(=NC1)OC)C(=C(S2)C(=O)OCC)CBr ethyl 7-bromo-3-(bromomethyl)-4-methoxythieno[3,2-c]pyridine-2-carboxylate